ethyl (1S,2R,3R,4R)-3-(2-chloro-7H-pyrrolo[2,3-d]pyrimidin-7-yl)-7-oxabicyclo[2.2.1]heptane-2-carboxylate ClC=1N=CC2=C(N1)N(C=C2)[C@@H]2[C@H]([C@@H]1CC[C@H]2O1)C(=O)OCC